7-Amino-N-(2,4-dimethoxybenzyl)-6-(5-methyl-1-(tetrahydro-2H-pyran-2-yl)-1H-indazol-4-yl)-2-(1-methyl-1H-pyrazol-4-yl)-5-oxo-5,6-dihydro-1,6-naphthyridine-8-carboxamide NC=1N(C(C=2C=CC(=NC2C1C(=O)NCC1=C(C=C(C=C1)OC)OC)C=1C=NN(C1)C)=O)C1=C2C=NN(C2=CC=C1C)C1OCCCC1